N,N'-bis(isopropyl)-1,4-benzenedicarboxamide C(C)(C)NC(=O)C1=CC=C(C=C1)C(=O)NC(C)C